CC1(CCC(CC1)=O)C 4,4-dimethylcyclohexane-1-one